4-{4-[(2-fluoro-6-methylphenyl)oxy]phenyl}-5-methyl-2,4-dihydro-3H-1,2,4-triazol-3-one FC1=C(C(=CC=C1)C)OC1=CC=C(C=C1)N1C(NN=C1C)=O